[7-(2-pyrrolidin-1-ylethoxy)benzofuran-5-yl]carbamic acid tert-butyl ester C(C)(C)(C)OC(NC=1C=C(C2=C(C=CO2)C1)OCCN1CCCC1)=O